FC1=C(C=C2CN(C(C2=C1)=O)C1C(NC(CC1)=O)=O)C1NCCCC1 3-(6-Fluoro-1-oxo-5-(piperidin-2-yl)isoindolin-2-yl)piperidine-2,6-dione